BrC=1C(=CC=2C3=C(C(=NC2C1F)SC)C=C(N3[C@H]3[C@H]1CN([C@@H]3C1)C(=O)OC(C)(C)C)C)CCC#N tert-butyl (1R,4R,5S)-5-(7-Bromo-8-(2-cyanoethyl)-6-fluoro-2-methyl-4-(methylthio)-1H-pyrrolo[3,2-c]quinolin-1-yl)-2-azabicyclo[2.1.1]hexane-2-carboxylate